FC(CCN1CC(C(CC1)CC1=C2C=CNC2=C(C=C1OC)C)C1=CC=C(C(=O)O)C=C1)F 4-(1-(3,3-difluoropropyl)-4-((5-methoxy-7-methyl-1H-indol-4-yl)methyl)piperidin-3-yl)benzoic acid